ClC=1C=CC(=C(N(C)C2CCCCC2)C1)[N+](=O)[O-] 5-chloro-N-cyclohexyl-N-methyl-2-nitroaniline